COC=1C=C2C(=CNC2=CC1)CCN1C(C(CCC1)C(=O)N)=O (2-(5-methoxy-1H-indol-3-yl)ethyl)-2-oxopiperidine-3-carboxamide